N(=N[Fe])[Fe] azo-iron